ClC1=C(NC2=CC=CC=C12)C1SCCCS1 3-chloro-2-(1,3-dithian-2-yl)-1H-indole